7-hydroxy-3-(4-hydroxyphenyl)-6-methoxy-4-benzopyrone OC1=CC2=C(C(C(=CO2)C2=CC=C(C=C2)O)=O)C=C1OC